prostenon CCCCC[C@@H](/C=C/[C@H]1[C@@H](CC(=O)[C@@H]1C/C=C\CCCC(=O)O)O)O